5,7-dihydrospiro[cyclopenta[b]pyrazine-6,4'-piperidine]-1'-carboxylic acid tert-butyl ester C(C)(C)(C)OC(=O)N1CCC2(CC1)CC=1C(=NC=CN1)C2